(R)-N-(1-hydroxypropan-2-yl)-8-(6-azaspiro[2.5]octan-6-yl)-6-(trifluoromethoxy)quinoline-3-carboxamide OC[C@@H](C)NC(=O)C=1C=NC2=C(C=C(C=C2C1)OC(F)(F)F)N1CCC2(CC2)CC1